N1=C(C=NC=C1)[C@H]1N(OCC1)C(=O)[C@@H]1CC[C@H](CC1)COS(=O)(=O)C1=CC=C(C=C1)[N+](=O)[O-] [trans-4-[(3S)-3-pyrazin-2-ylisoxazolidine-2-carbonyl]cyclohexyl]methyl-4-nitrobenzenesulfonate